ClC1=C(C(=O)C=2C(=C(C=CC2)P(C(C2=C(C=CC(=C2)OC)OC)=O)=O)C(C2=C(C=CC=C2Cl)Cl)=O)C(=CC=C1)Cl bis-(2,6-dichlorobenzoyl)-2,5-dimethoxybenzoyl-phenylphosphine oxide